(S,Z)-1-((5-chloro-3'-(propylcarbamoyl)-[1,1'-biphenyl]-2-yl)sulfonyl)-4-fluoro-N-(4-(methylsulfonyl)but-3-en-2-yl)piperidine-4-carboxamide ClC=1C=CC(=C(C1)C1=CC(=CC=C1)C(NCCC)=O)S(=O)(=O)N1CCC(CC1)(C(=O)N[C@@H](C)\C=C/S(=O)(=O)C)F